gamma-picoline N1=CC=C(C=C1)C